C(#N)C=1C(=NC(=C(C1CC)C#N)N1CCNCCC1)SC(C(=O)N)C1=CC=CC=C1 2-((3,5-dicyano-6-(1,4-diazepan-1-yl)-4-ethylpyridin-2-yl)thio)-2-phenylacetamide